(RS)-Mandelic acid 3,4-dihydroxyphenylpropanoate OC=1C=C(C=CC1O)OC(CC)=O.C([C@H](O)C1=CC=CC=C1)(=O)O |r|